4-(4-chloro-2-fluorophenyl)but-3-yn-2-one ClC1=CC(=C(C=C1)C#CC(C)=O)F